1-(3-(4-(2-(4,5-dichloro-2-(trifluoromethyl)phenylamino)acetyl)piperazin-1-yl)azetidin-1-yl)prop-2-en-1-one ClC1=CC(=C(C=C1Cl)NCC(=O)N1CCN(CC1)C1CN(C1)C(C=C)=O)C(F)(F)F